(3-cyclopropyl-5-(((3r,5s)-3,5-dimethylpiperazin-1-yl)methyl)phenyl)-4-(6-methyl-1H-indol-3-yl)pyrimidin-2-amine C1(CC1)C=1C=C(C=C(C1)CN1C[C@H](N[C@H](C1)C)C)C=1C(=NC(=NC1)N)C1=CNC2=CC(=CC=C12)C